3-(2-(1-benzylpiperidin-4-yl)-5-oxo-5,7-dihydro-6H-pyrrolo[3,4-b]pyridin-6-yl)piperidine-2,6-dione C(C1=CC=CC=C1)N1CCC(CC1)C1=CC=C2C(=N1)CN(C2=O)C2C(NC(CC2)=O)=O